(1R,4r)-4-((R)-1-(3-(4-(2-(2-aminopyridin-3-yl)-5-phenyl-3H-imidazo[4,5-b]pyridin-3-yl)phenyl)azetidin-1-yl)ethyl)cyclohexane-1-carboxylic acid NC1=NC=CC=C1C1=NC=2C(=NC(=CC2)C2=CC=CC=C2)N1C1=CC=C(C=C1)C1CN(C1)[C@H](C)C1CCC(CC1)C(=O)O